COC(COC1=NC2=CC=C(C=C2C=C1)C1=CC=C(C=C1)C#N)OC 2-(2,2-dimethoxyethoxy)-6-(4-cyanophenyl)quinoline